ClC=1SC(=CN1)CN1C(NCC1)=C[N+](=O)[O-] 2-chloro-5-((2-(nitromethylene)imidazolidin-1-yl)methyl)thiazole